benzo[b]thiophene-3-carbonyl chloride S1C2=C(C(=C1)C(=O)Cl)C=CC=C2